(E)-3-(dimethylamino)-2-(4-fluorophenyl)acrylic acid ethyl ester C(C)OC(\C(=C\N(C)C)\C1=CC=C(C=C1)F)=O